N-(3-(6-amino-5-(2-(N-methylpropanamido)ethoxy)pyrimidin-4-yl)-5-fluoro-2-methylphenyl)-4-fluorobenzamide NC1=C(C(=NC=N1)C=1C(=C(C=C(C1)F)NC(C1=CC=C(C=C1)F)=O)C)OCCN(C(CC)=O)C